3-(4-oxo-3H-thieno[3,2-d]pyrimidin-2-yl)propionic acid O=C1C2=C(N=C(N1)CCC(=O)O)C=CS2